CC1=CC(=NN1C1CCNC2(CC2)C1)[N+](=O)[O-] 7-(5-methyl-3-nitro-1H-pyrazol-1-yl)-4-azaspiro[2.5]octane